6-(1-Cyclopropyl-1H-pyrazol-3-yl)-N-(4-(3-(dimethylamino)propoxy)pyridin-2-yl)-5-methyl-2-(1-methyl-1H-imidazol-2-yl)pyrrolo[2,1-f][1,2,4]triazin-4-amine C1(CC1)N1N=C(C=C1)C=1C(=C2C(=NC(=NN2C1)C=1N(C=CN1)C)NC1=NC=CC(=C1)OCCCN(C)C)C